O=C1C(=CN=C(N1)C=1N=NC=CC1)C(=O)N 6-OXO-2-(PYRIDAZIN-3-YL)-1,6-DIHYDROPYRIMIDINE-5-CARBOXAMIDE